Cl.C(C)(C)(C)OC(=O)N[C@H](C(=O)N1[C@@H]([C@H]2C([C@H]2C1)(C)C)C(=O)OC)C(C)(C)C methyl (1R,2S,5S)-3-[(2S)-2-(tert-butoxycarbonylamino)-3,3-dimethyl-butanoyl]-6,6-dimethyl-3-azabicyclo[3.1.0]hexane-2-carboxylate HCl